C(C)(C)(C)OC(=O)N(C=1C2=CN(N=C2C(=C(C1)F)C(=O)OC)C)CC1CCN(CC1)C(=O)OC(C)(C)C methyl 4-[tert-butoxycarbonyl-[(1-tert-butoxy carbonyl-4-piperidyl)methyl]amino]-6-fluoro-2-methyl-indazole-7-carboxylate